NCCNC1=NC(=NC(=C1)C)NC(=O)NC1=NC2=CC=CC=C2C=C1 1-(4-((2-aminoethyl)amino)-6-methylpyrimidin-2-yl)-3-(quinolin-2-yl)urea